(E)-4-((4-hydroxyphenyl)diazenyl)phenyl sulfurofluoridate S(OC1=CC=C(C=C1)\N=N\C1=CC=C(C=C1)O)(=O)(=O)F